4-(difluoromethoxy)-6-(difluoromethyl)pyridin-3-amine hydrochloride Cl.FC(OC1=C(C=NC(=C1)C(F)F)N)F